FC=1C=CC(=C(C1)[C@@H](C)OC=1C(=NC=CC1)N)I 3-[(1R)-1-(5-fluoro-2-iodophenyl)ethoxy]pyridin-2-amine